2,3,4,5,6-pentafluorophenyl 2-oxo-7-propyl-1H-quinoline-3-carboxylate O=C1NC2=CC(=CC=C2C=C1C(=O)OC1=C(C(=C(C(=C1F)F)F)F)F)CCC